C(C)C1=NC=C(C=N1)C1=NN2C(O[C@@H](CC2)C)=C1C(=O)N[C@@H]1C(NC2=C(C(=N1)C1=CC=CC=C1)C=CC=C2F)=O (5R)-2-(2-Ethylpyrimidin-5-yl)-N-[(3S)-9-fluoro-2-oxo-5-phenyl-1,3-dihydro-1,4-benzodiazepin-3-yl]-5-methyl-6,7-dihydro-5H-pyrazolo[5,1-b][1,3]oxazine-3-carboxamide